COC1=NC=2CCN(CC2C=C1NC1=NC=C(C(=N1)NCC=1C(N(C=CC1)C)=O)C)C 3-(((2-((2-methoxy-6-methyl-5,6,7,8-tetrahydro-1,6-naphthyridin-3-yl)amino)-5-methylpyrimidin-4-yl)amino)methyl)-1-methylpyridin-2(1H)-one